2,2-dimethyl-2,3-dihydro-1-benzofuran CC1(OC2=C(C1)C=CC=C2)C